dimethyl-(4-vinylbenzyl)sulfonium C[S+](CC1=CC=C(C=C1)C=C)C